1-(2-methylquinolin-6-yl)ethan-1-one CC1=NC2=CC=C(C=C2C=C1)C(C)=O